ClC1=CC(=C(C=C1)[C@@]1(OC2=C(O1)C=CC=C2C2CCN(CC2)CC=2N(C(=C(N2)C2=CC(=NO2)C(=O)O)C)C[C@H]2OCC2)C)F 5-(2-((4-((S)-2-(4-chloro-2-fluorophenyl)-2-methylbenzo[d][1,3]dioxol-4-yl)piperidin-1-yl)methyl)-5-methyl-1-(((S)-oxetan-2-yl)methyl)-1H-imidazol-4-yl)isoxazole-3-carboxylic acid